[I-].ClC1=[N+](C=CC2=C1C(=CN2CCOC2CC2)I)CC 4-Chloro-1-(2-cyclopropoxyethyl)-5-ethyl-3-iodo-1H-pyrrolo[3,2-c]pyridin-5-ium iodide